5-(5-chloro-4-(trifluoromethyl)-1H-pyrrol-2-yl)-2-((4-chlorobenzyl)oxy)-4-((4-methoxybenzyl)oxy)pyridine ClC1=C(C=C(N1)C=1C(=CC(=NC1)OCC1=CC=C(C=C1)Cl)OCC1=CC=C(C=C1)OC)C(F)(F)F